C(C)(C)(C)C1CCC(CC1)=O p-tert-butyl-cyclohexanone